2-(5-Bromo-1-tosyl-1H-pyrrolo[2,3-b]pyridin-3-yl)propan-2-ol BrC=1C=C2C(=NC1)N(C=C2C(C)(C)O)S(=O)(=O)C2=CC=C(C)C=C2